4-((3-chloro-4-fluorophenyl)amino)-6-acetylamino-1H-indole-2-carboxylic acid ethyl ester C(C)OC(=O)C=1NC2=CC(=CC(=C2C1)NC1=CC(=C(C=C1)F)Cl)NC(C)=O